CCCCCCCCCCCCCCCCCCCCCCCCCC(=O)N[C@@H](COP(=O)([O-])OC1[C@@H]([C@H](C([C@H]([C@H]1O)O)O)O)O)[C@@H](CCCCCCCCCCCCCCC)O The molecule is a anionic ceramide phosphoinositol compound having a hexacosanoyl group attached to the ceramide nitrogen and no hydroxylation at C-4 of the long-chain base or at C-2 or C-3 of the very-long-chain fatty acid. Major species at pH 7.3 It is an inositol phosphodihydroceramide(1-) and an Ins-1-P-Cer-A 44:0(1-). It is a conjugate base of an Ins-1-P-Cer(d18:0/26:0).